aminobenzo[c]isothiazole NC1=C2C(=NS1)C=CC=C2